COC1=NC=C(C2=C1N=C(S2)NC(=O)N2CC1(CC2)CCOCC1)C=1C=NN(C1)CC1=CC=NC=C1 8-Oxa-2-aza-spiro[4.5]decane-2-carboxylic acid [4-methoxy-7-(1-pyridin-4-ylmethyl-1H-pyrazol-4-yl)-thiazolo[4,5-c]pyridin-2-yl]-amide